thiopropionic acid furfuryl ester C(C1=CC=CO1)OC(CC)=S